FC=1C(=CC(=C(C(=O)O)C1)O[C@@H](C(F)(F)F)C)N1N=C2N(CCCC2)C1=O 5-fluoro-4-(3-oxo-5,6,7,8-tetrahydro[1,2,4]triazolo[4,3-a]pyridin-2(3H)-yl)-2-{[(2R)-1,1,1-trifluoroprop-2-yl]oxy}benzoic acid